N-[3-fluoro-3-methyl-1-(tetrahydro-3-furyl)-4-piperidyl]-6-{3-[4-(N-methylcarbamoyl)-5-fluoro-2-anisidino]-1-propynyl}-1-(2,2,2-trifluoroethyl)-1H-1,3-benzimidazole-4-carboxamide FC1(CN(CCC1NC(=O)C1=CC(=CC=2N(C=NC21)CC(F)(F)F)C#CCNC=2C(OC)=CC(=C(C2)C(NC)=O)F)C2COCC2)C